2,6-difluoro-4-triphenylmethylphenyl-difluoroborane FC1=C(C(=CC(=C1)C(C1=CC=CC=C1)(C1=CC=CC=C1)C1=CC=CC=C1)F)B(F)F